N1C(=NC2=C1C=C1C=CC=CC1=C2)SCC(=O)N(C(C)C)C(C)C 2-{1H-naphtho[2,3-d]imidazol-2-ylsulfanyl}-N,N-bis(propan-2-yl)acetamide